2-(2,3-dimethylphenyl)amino-N-quinolin-8-yl-benzamide CC1=C(C=CC=C1C)NC1=C(C(=O)NC=2C=CC=C3C=CC=NC23)C=CC=C1